C(C)(C)C=1C(=NC=CC1)N1CCN(CC1)C(=O)OC(C)(C)C 1-Tert-butyl 4-(3-isopropylpyridin-2-yl)piperazine-1-carboxylate